2-(4-(3-isopropyl-2-(1,2,5-trimethyl-6-oxo-1,6-dihydropyridin-3-yl)-1H-indol-5-yl)piperidin-1-yl)-N-methylacetamide C(C)(C)C1=C(NC2=CC=C(C=C12)C1CCN(CC1)CC(=O)NC)C1=C(N(C(C(=C1)C)=O)C)C